ClC1=C(C#N)C=CC=C1C1CC(C1)N1N=C2N(C1=O)[C@@H](CC2)C2=NC=CN=C2 2-chloro-3-((1S,3R)-3-((S)-3-oxo-5-(pyrazin-2-yl)-6,7-dihydro-3H-pyrrolo[2,1-c][1,2,4]triazol-2(5H)-yl)cyclobutyl)benzonitrile